COC(=O)C1=CC=C2N=CC=NC2=C1 quinoxaline-7-carboxylic acid methyl ester